(S)-tert-butyl 4-(4-hydroxyphenyl)-2-methylpiperazine-1-carboxylate OC1=CC=C(C=C1)N1C[C@@H](N(CC1)C(=O)OC(C)(C)C)C